(S)-tert-butyl 2-(5-(ethoxycarbonyl)-4-(4-((4-ethylpyridin-2-yl) carbamoyl)phenyl)-1-(methylamino)-1H-imidazol-2-yl)piperidine-1-carboxylate C(C)OC(=O)C1=C(N=C(N1NC)[C@H]1N(CCCC1)C(=O)OC(C)(C)C)C1=CC=C(C=C1)C(NC1=NC=CC(=C1)CC)=O